C(C)(C)(C)OC(=O)N1CCN(C[C@H](C1)F)CC1=CC=CC=C1 (R)-4-benzyl-6-fluoro-1,4-diazacycloheptane-1-carboxylic acid tert-butyl ester